(4R)-1-[(2R,4R,5R)-3,3-difluoro-4-hydroxy-5-(hydroxymethyl)oxolan-2-yl]-4-hydroxy-1,3-diazinan-2-one FC1([C@@H](O[C@@H]([C@H]1O)CO)N1C(N[C@@H](CC1)O)=O)F